1-cyanoethyl-2-phenyltrimellitic acid, chloride C(#N)C(C)C=1C(C(C(=O)Cl)C=CC1C(=O)Cl)(C(=O)Cl)C1=CC=CC=C1